BrC1=CN=C2N1COC1=C2C=CC=N1 3-bromo-5H-imidazo[1,2-c]pyrido[3,2-e][1,3]oxazine